FC1=C2[C@H]3[C@@H](C[C@@H](C2=CC(=C1N1CC(NS1(=O)=O)=O)O)C3)NCCC(C)C 5-((1S,3R,4S)-5-fluoro-7-hydroxy-3-(isopentylamino)-1,2,3,4-tetrahydro-1,4-methanonaphthalen-6-yl)-1,2,5-thiadiazolidin-3-one 1,1-dioxide